BrCC(C1=CC=C(C=C1)CCCl)NC1=C(C=CC=C1F)F (2-bromo-1-(4-(2-chloroethyl)phenyl)ethyl)-2,6-difluoroaniline